C(C=C)(=O)OC1CCC(CC1)C(C)(C)C 4-tert-Butylcyclohexyl Acrylat